2-(2-((5-(1-aminoisoquinolin-7-yl)-1-propyl-1H-indazol-3-yl)methoxy)phenyl)acetic acid NC1=NC=CC2=CC=C(C=C12)C=1C=C2C(=NN(C2=CC1)CCC)COC1=C(C=CC=C1)CC(=O)O